[Sb]=O.[W] tungsten-antimony oxide